6-methyl-2-(1-(m-tolyl)piperidin-4-yl)pyridine CC1=CC=CC(=N1)C1CCN(CC1)C=1C=C(C=CC1)C